FC1=C(C=C(C=C1)N(C(=O)C=1C=C(C2=C(N(C=N2)C=2C=CC(=NC2)NC(OC)=O)C1)C)COC)OC methyl N-[5-[6-[(4-fluoro-3-methoxy-phenyl)-(methoxymethyl)carbamoyl]-4-methyl-benzimidazol-1-yl]-2-pyridyl]carbamate